C(C)OC=1C=C(C=CC1OC)[C@@H](CS(=O)(=O)C)N1C(C2=CC=CC(=C2C1=O)NC(CCCC)=O)=O N-{2-[(1S)-1-(3-ethoxy-4-methoxyphenyl)-2-methylsulfonylethyl]-1,3-dioxo-2,3-dihydro-1H-isoindol-4-yl}valeramide